N-(4-(1-((5-(5-(difluoromethyl)-1,3,4-oxadiazol-2-yl)pyridin-2-yl)methyl)-1H-imidazol-4-yl)phenyl)-4,5-dihydro-1H-imidazol-2-amine FC(C1=NN=C(O1)C=1C=CC(=NC1)CN1C=NC(=C1)C1=CC=C(C=C1)NC=1NCCN1)F